O1CCOCC(C1)O 1,4-dioxepan-6-ol